2-(5-bromo-4-methoxypyrimidin-2-yl)-4-((3-methoxyphenyl)amino)-2,8-diazaspiro[4.5]decan-3-one BrC=1C(=NC(=NC1)N1CC2(C(C1=O)NC1=CC(=CC=C1)OC)CCNCC2)OC